(4-(2,3,4-trifluorophenyl)-1H-1,2,3-triazol-1-yl)tetrahydro-2H-pyran FC1=C(C=CC(=C1F)F)C=1N=NN(C1)C1OCCCC1